FC(C=1C=C(C=C(C1)C(F)(F)F)NC1=NOC2=C1C=C(C=C2)OC)(F)F N-(3,5-bis(trifluoromethyl)phenyl)-5-methoxybenzo[d]isoxazol-3-amine